C1(CC1)CN1C(N(CC2=C1C=C(N=C2)C=2C=CC(=NC2)C2(CCC2)C#N)C2=C(C(=CC(=C2F)OC)OC)F)=O 1-(5-(1-(cyclopropylmethyl)-3-(2,6-difluoro-3,5-dimethoxyphenyl)-2-oxo-1,2,3,4-tetrahydropyrido[4,3-d]pyrimidin-7-yl)pyridin-2-yl)cyclobutanecarbonitrile